1-Butyl-3-methylimidazolium thiocyanat [S-]C#N.C(CCC)N1C=[N+](C=C1)C